3-methyl-2-[pentanoyl-[[4-[2-(2H-tetrazol-5-yl)phenyl]phenyl]methyl]amino]butanoic acid CC(C(C(=O)O)N(CC1=CC=C(C=C1)C1=C(C=CC=C1)C=1N=NNN1)C(CCCC)=O)C